FC1=C(C=CC(=N1)C(=O)NC)N1CCN(CC1)CC1=NSC(=C1)NC(C(CC)=O)=O 6-fluoro-N-methyl-5-(4-((5-(2-oxobutanamido)isothiazol-3-yl)methyl)piperazin-1-yl)picolinamide